3-trifluoromethoxyphenol FC(OC=1C=C(C=CC1)O)(F)F